7-(2,7-Dichloro-8-fluoro-pyrido[4,3-d]pyrimidin-4-yl)-3-oxa-7,9-diazabicyclo[3.3.1]nonane ClC=1N=C(C2=C(N1)C(=C(N=C2)Cl)F)N2CC1COCC(C2)N1